C(C)(C)(C)OC(CN1[C@H](CN(CCN(CCN(CC1)CC(=O)OC(C)(C)C)CC(=O)OC(C)(C)C)CC(=O)OC(C)(C)C)CC1=CC=C(C=C1)OCCOCCOCCOC)=O Tetra-tert-butyl-2,2',2'',2'''-[(2S)-2-(4-{2-[2-(2-methoxyethoxy)ethoxy]ethoxy}benzyl)-1,4,7,10-tetraazacyclododecane-1,4,7,10-tetrayl]tetraacetate